O=C1NC(CCC1N1C(C2=CC=C(C=C2C1=O)N1CC(C1)CN1CCC(CC1)N1C=C(C=C1)C1=CN=C2N1N=C(C=C2)N2[C@H](CCC2)C2=CC(=CC=C2)F)=O)=O 2-(2,6-Dioxopiperidin-3-yl)-5-(3-((4-(3-(6-((R)-2-(3-fluorophenyl)pyrrolidin-1-yl)imidazo[1,2-b]pyridazin-3-yl)-1H-pyrrol-1-yl)piperidin-1-yl)methyl)azetidin-1-yl)isoindoline-1,3-dione